FC=1C=C(C#N)C=CC1COC1=NC(=CC=C1)N1CC(NCC1)C 3-fluoro-4-(((6-(3-methylpiperazin-1-yl)pyridin-2-yl)oxy)methyl)benzonitrile